N-[4-(2,4-difluorophenoxy)-3-(2-methyl-1-oxo-6,7-dihydro-5H-cyclopenta[c]pyridin-4-yl)phenyl]methanesulfonamide FC1=C(OC2=C(C=C(C=C2)NS(=O)(=O)C)C=2C3=C(C(N(C2)C)=O)CCC3)C=CC(=C1)F